COC(=O)C1=NOC(C1)(C)C.C(C)N(CC(=O)C1=CNC2=NC=C(C=C21)OC)CC 2-(diethylamino)-1-(5-methoxy-1H-pyrrolo[2,3-b]pyridin-3-yl)ethan-1-one methyl-5,5-dimethyl-4,5-dihydro-isoxazole-3-carboxylate